N-(2-aminophenyl)pent-4-ynamide NC1=C(C=CC=C1)NC(CCC#C)=O